FC=1C=C(C=CC1OC)CN[C@H](C(=O)O)CCC(C)(C)C (2S)-2-{[(3-fluoro-4-methoxyphenyl)methyl]amino}-5,5-dimethylhexanoic acid